(M)-3-chloro-4-((6-fluoro-4-methylpyridin-2-yl)methoxy)-6''-(2-hydroxypropan-2-yl)-5',6-dimethyl-2H-[1,4':2',2''-terpyridin]-2-one ClC=1C(N(C(=CC1OCC1=NC(=CC(=C1)C)F)C)C1=CC(=NC=C1C)C1=NC(=CC=C1)C(C)(C)O)=O